((3-hydroxypropyl)azanediyl)bis(hexane-6,1-diyl)(2E,2'E)-bis(3-propyltrideca-2-enoate) OCCCN(CCCCCC/C(/C(=O)[O-])=C(\CCCCCCCCCC)/CCC)CCCCCC/C(/C(=O)[O-])=C(\CCCCCCCCCC)/CCC